C(C)N1C=NC=C1CN1C=NC2=C1C=C(S2)C(=O)O 1-((1-ethyl-1H-imidazol-5-yl)methyl)-1H-thieno[2,3-d]imidazole-5-carboxylic acid